C(C1=CC=CC=C1)C1=CC=C(N=N1)NC([C@H](C)N1C[C@@H](C(CC1)(F)F)C1=CNC(C=C1)=O)=O (S)-N-(6-benzylpyridazin-3-yl)-2-((S)-4,4-difluoro-3-(6-oxo-1,6-dihydropyridin-3-yl)piperidin-1-yl)propanamide